OC[C@@H](C(=O)O)C (2S)-3-hydroxy-2-methyl-propionic acid